methyl (R)-2-(6-(1-((tert-butoxycarbonyl)amino)ethyl)-5-fluoro-1H-pyrrolo[2,3-b]pyridin-2-yl)-1-cyclopropyl-7-fluoro-1H-benzo[d]imidazole-5-carboxylate C(C)(C)(C)OC(=O)N[C@H](C)C1=C(C=C2C(=N1)NC(=C2)C2=NC1=C(N2C2CC2)C(=CC(=C1)C(=O)OC)F)F